C(C)N(C(C1=C(C=CC(=C1)F)C1=CC(=CC=2N1C=NC2C)C2CN(C2)C(C(C)C)CCC=O)=O)C(C)C N-ethyl-5-fluoro-2-{1-methyl-7-[1-(2-methyl-6-oxohexan-3-yl)azetidin-3-yl]imidazo[1,5-a]pyridin-5-yl}-N-(isopropyl)benzamide